p-ethylbenzoyl-hydrazine tert-butyl-(S)-2-(3-fluoro-4-(7-((3-(4-fluoropiperidin-1-yl)propyl)carbamoyl)-9-methyl-9H-benzo[d]imidazo[1,2-a]imidazol-2-yl)phenyl)pyrrolidine-1-carboxylate C(C)(C)(C)OC(=O)N1[C@@H](CCC1)C1=CC(=C(C=C1)C=1N=C2N(C3=C(N2C)C=C(C=C3)C(NCCCN3CCC(CC3)F)=O)C1)F.C(C)C1=CC=C(C(=O)NN)C=C1